3-methyl-2,4-dinitrobenzoic acid CC=1C(=C(C(=O)O)C=CC1[N+](=O)[O-])[N+](=O)[O-]